C(C=C)OCCOC(C)N(C)C 2-(allyloxy)ethoxy-N,N-dimethylethylamine